tert-butyl (S)-4-(7-bromo-2-(((2R,7aS)-2-fluorotetrahydro-1H-pyrrolizin-7a(5H)-yl)methoxy)-1,5-naphthyridin-4-yl)-2-(cyanomethyl)piperazine-1-carboxylate BrC1=CN=C2C(=CC(=NC2=C1)OC[C@]12CCCN2C[C@@H](C1)F)N1C[C@@H](N(CC1)C(=O)OC(C)(C)C)CC#N